ClC=1C(=C(NC=2C3=C(N=CN2)C=NC(=N3)N3[C@@H]2CN([C@H](C3)C2)C(C=C)=O)C=CC1OCC1CC(C1)(F)F)F 1-[(1S,4S)-5-[4-[3-chloro-4-[(3,3-difluorocyclobutyl)methoxy]-2-fluoro-anilino]pyrimido[5,4-d]pyrimidin-6-yl]-2,5-diazabicyclo[2.2.1]heptan-2-yl]prop-2-en-1-one